CC(C#N)(COC1=CC=C(C=C1)C1=NC(=NC=C1C)NC=1C=NN(C1)C)C 2,2-Dimethyl-3-(4-(5-methyl-2-((1-methyl-1H-pyrazol-4-yl)amino)pyrimidin-4-yl)phenoxy)propanenitrile